C(C)(C)(C)NC(=O)N1CC=2N(CC1)C(=C(C2C(=O)N)C2=CC(=CC=C2)N2N=CC=C2)C2CC2 N2-tert-butyl-6-cyclopropyl-7-[3-(1H-pyrazol-1-yl)phenyl]-3,4-dihydropyrrolo[1,2-a]pyrazine-2,8(1H)-dicarboxamide